methylparaben glutarate C(CCCC(=O)O)(=O)O.COC(=O)C1=CC=C(O)C=C1